NC(CCC1=C2C(=NN(C2=CC=C1)CC(=O)NCC1=C(C(=CC=C1)Cl)F)C(=O)N)=O (3-amino-3-oxopropyl)(2-((3-chloro-2-fluorobenzyl)amino)-2-oxoethyl)-1H-indazole-3-carboxamide